FC(F)(F)C1=NNC=C1 (trifluoromethyl)-pyrazole